trans-4-(2-methoxyethoxy)cyclohexan-1-amine COCCO[C@@H]1CC[C@H](CC1)N